(E)-trifluoroacetyl-3-trifluoromethylphenethylamine FC(C(=O)NCCC1=CC(=CC=C1)C(F)(F)F)(F)F